NC=1C(NC2=CC=C(C=C2C1C1=C2C=NNC2=C(C=C1)Cl)C1CCN(CC1)C1CCC1)=O 3-amino-4-(7-chloro-1H-indazol-4-yl)-6-(1-cyclobutylpiperidin-4-yl)-1H-quinolin-2-one